3-(5-(3-((3-Chlorophenoxy)methyl)phenyl)-3-hydroxypicolinamido)-2,2-dimethylpropionic acid ClC=1C=C(OCC=2C=C(C=CC2)C=2C=C(C(=NC2)C(=O)NCC(C(=O)O)(C)C)O)C=CC1